COC1=NC2=CC=C(C=C2C=C1)COC(=O)C=1C=CC=C2C=NNC12 (2-methoxyquinolin-6-yl)methyl-1H-indazole-7-carboxylate